7-hydroxy-4-methyl-coumarinal OC1=CC=C2C(=C(C(OC2=C1)=O)C=O)C